CC1(N(CCC1)CC(=O)NC=1C=C(C(=NC1)C)NC(=O)C=1C=NN2C1SC(=C2)C=2C=NN(C2)C)C N-(5-(2-(2,2-dimethylpyrrolidin-1-yl)acetamido)-2-methylpyridin-3-yl)-2-(1-methyl-1H-pyrazol-4-yl)pyrazolo[5,1-b]thiazole-7-carboxamide